C(CCC)C1=CC=CC=2OC3=CC=C(C=C3NC12)C(F)(F)F butyl-8-trifluoromethylphenoxazine